1-(9Z,12Z-octadecadienoyl)-2-(5Z,8Z,11Z,14Z,17Z-eicosapentaenoyl)-glycero-3-phospho-(1'-sn-glycerol) CCCCC/C=C\C/C=C\CCCCCCCC(=O)OC[C@H](COP(=O)(O)OC[C@H](CO)O)OC(=O)CCC/C=C\C/C=C\C/C=C\C/C=C\C/C=C\CC